ClC=1C(=C(C=CC1Cl)NC1=NC=NC2=CC(=C(C=C12)C1CN(C1)C#N)OC)F 3-(4-((3,4-dichloro-2-fluorophenyl)amino)-7-methoxy-quinazolin-6-yl)azetidine-1-carbonitrile